BrC1=CC=C(C=C1)N1N=C(C=C1C)C(F)(F)F 1-(4-Bromophenyl)-5-methyl-3-(trifluoromethyl)-1H-pyrazole